C(=O)C=1NC(=CC1)C 2-Formyl-5-methylpyrrole